ClC=1C(N(C(=CC1OS(=O)(=O)C(F)(F)F)C)C1=CC(=NC=C1C)C=1C(=C(C(=O)OC)C=CC1)F)=O methyl 3-[4-[3-chloro-6-methyl-2-oxo-4-(trifluoromethylsulfonyloxy)-1-pyridyl]-5-methyl-2-pyridyl]-2-fluoro-benzoate